C(C)N(CC)CCN(CCOC(OC(CCCCCCCCC(=O)OCCCCCC)CCCCCC)=O)CCOC(C(CCCCCC)CCCCCC)=O hexyl 3-ethyl-12-hexyl-6-(2-((2-hexyloctanoyl)oxy)ethyl)-10-oxo-9,11-dioxa-3,6-diazahenicosane-21-oate